C(C)(=O)N1S(C2=C(C=C(C=C2)C)C12C(N(C(C2)=O)C2CCCCC2)=O)(=O)=O 2-acetyl-5-methyl-1'-cyclohexyl-2H-spiro[benzo[d]isothiazole-3,3'-pyrrolidine]-2',5'-dione 1,1-dioxide